((4-(2,4-difluorophenoxy)-3-(5,5-dimethyl-1,3,2-dioxaborolan-2-yl)phenyl)oxy)dimethylsilane FC1=C(OC2=C(C=C(C=C2)O[SiH](C)C)B2OC(CO2)(C)C)C=CC(=C1)F